FC(C=1OC(=NN1)N1[C@@H](C2=C(CC1)NC=N2)C2=NN1C(C(=CC=C1)C)=C2)F (S)-2-(difluoromethyl)-5-(4-(4-methylpyrazolo[1,5-a]pyridin-2-yl)-6,7-dihydro-1H-imidazo[4,5-c]pyridin-5(4H)-yl)-1,3,4-oxadiazole